6-chloro-7-fluoro-2-(3-fluoro-1H-1,2,4-triazol-5-yl)-3-(1H-imidazol-1-yl)-5-methoxy-1-methyl-1H-indole ClC1=C(C=C2C(=C(N(C2=C1F)C)C1=NC(=NN1)F)N1C=NC=C1)OC